2-chloro-6-(trifluoromethyl)aniline ClC1=C(N)C(=CC=C1)C(F)(F)F